NC=1C=C(C=C2C=C(N=CC12)NC(CC1NCCOC1)=O)C=1C=NC=CC1C N-(8-amino-6-(4-methylpyridin-3-yl)isoquinolin-3-yl)-2-(morpholin-3-yl)acetamide